4'-Cyclopropyl-5-isopropoxy-6'-methoxy-N-methyl-N-((1-(1-methyl-4-(trifluoromethyl)-1H-imidazol-2-yl)piperidin-4-yl)methyl)-[2,5'-bipyrimidin]-4-amine C1(CC1)C1=NC=NC(=C1C1=NC=C(C(=N1)N(CC1CCN(CC1)C=1N(C=C(N1)C(F)(F)F)C)C)OC(C)C)OC